ClC=1C=CC=2N(N1)C(=NN2)COC 6-chloro-3-(methoxymethyl)-[1,2,4]triazolo[4,3-B]pyridazine